tert-butyl (2-oxopropyl) carbonate C(OC(C)(C)C)(OCC(C)=O)=O